N-cyclohexyl-1-(3-fluoro-4-methylbenzyl)-5-hydroxy-2-oxo-2,3-dihydro-1H-benzo[b]azepine-4-carboxamide C1(CCCCC1)NC(=O)C1=C(C2=C(N(C(C1)=O)CC1=CC(=C(C=C1)C)F)C=CC=C2)O